C1=CC=CC2=C1C1=C(CCO2)C=CC=C1 5,7-dihydro-dibenzoxepin